lead-boron-silicon-aluminum [Al].[Si].[B].[Pb]